O=C1N(CCC(N1)=O)C=1C=CC(=NC1)CN1CCC(CC1)C1=CC(=C(C=C1C)NC1=NC=C(C(=C1)NC1=C(C(=O)NC)C=CC=C1)C(F)(F)F)OC(C)C 2-((2-((4-(1-((5-(2,4-dioxotetrahydropyrimidin-1(2H)-yl)pyridin-2-yl)methyl)piperidin-4-yl)-2-isopropoxy-5-methylphenyl)amino)-5-(trifluoromethyl)pyridin-4-yl)amino)-N-methylbenzamide